ClC1=CC=CC2=C1S(CC1=C2N(N=C1C(=O)N1CCOC2(CC2)C1)C1=CC=C(C=C1)CN1CCOCC1)(=O)=O (6-chloro-1-(4-(morpholinomethyl)phenyl)-5,5-dioxido-1,4-dihydrothiochromeno[4,3-c]pyrazol-3-yl)(4-oxa-7-azaspiro[2.5]octan-7-yl)methanon